Methyl 3α-acetoxy-7a,12α-di[(4-nitrophenylaminocarbonyl)amino]-5β-cholan-24-oate C(C)(=O)O[C@H]1C[C@H]2C[C@H]([C@H]3[C@@H]4CC[C@H]([C@@H](CCC(=O)OC)C)[C@]4([C@H](C[C@@H]3[C@]2(CC1)C)NC(=O)NC1=CC=C(C=C1)[N+](=O)[O-])C)NC(=O)NC1=CC=C(C=C1)[N+](=O)[O-]